4-((3-phenoxy-4-fluorophenyl)amino)-6-acetylamino-1H-indole-2-carboxylic acid ethyl ester C(C)OC(=O)C=1NC2=CC(=CC(=C2C1)NC1=CC(=C(C=C1)F)OC1=CC=CC=C1)NC(C)=O